(2R,4S)-1-[(2S)-3,3-dimethyl-2-[4-[2-(1-methylpyrrolidin-2-yl)ethyl]triazol-1-yl]butanoyl]-4-hydroxy-N-methyl-pyrrolidine-2-carboxamide CC([C@@H](C(=O)N1[C@H](C[C@@H](C1)O)C(=O)NC)N1N=NC(=C1)CCC1N(CCC1)C)(C)C